NC1CC(N(C1)C1=CC=C(C=C1)S(=O)(=O)N1CCN(CC1)C1=NC(=CC(=C1)C(C1=CC=CC=C1)(F)F)Cl)=O 4-amino-1-[4-[4-[6-chloro-4-[difluoro(phenyl)methyl]-2-pyridyl]piperazin-1-yl]sulfonyl-phenyl]pyrrolidin-2-one